COC1=C(C=C(C=C1)C1=C(N=C(S1)NC(=O)C1CCCC1)C)S(NC1=CC=C(C=C1)OC)(=O)=O N-[5-[4-methoxy-3-[(4-methoxyphenyl)sulfamoyl]phenyl]-4-methyl-thiazol-2-yl]cyclopentanecarboxamide